C(NC(=O)C=1N=NC=CC1NC1=NC=CC2=C1N(C(C=1N2N=C(C1)C)C)C)([2H])([2H])[2H] N-(methyl-d3)-4-((2,4,5-trimethyl-4,5-dihydropyrazolo[1,5-a]pyrido[3,4-e]pyrazin-6-yl)amino)pyridazine-3-carboxamide